C(C)(C)(C)C1=CC=C(C=C1)N(C(=O)[C@@H]1NCC[C@H]1F)C(C(=O)NC1CCC(CC1)(F)F)C=1C=NC=C(C1)F (2S,3R)-N-(4-tert-butylphenyl)-N-[2-[(4,4-difluorocyclohexyl)amino]-1-(5-fluoro-3-pyridyl)-2-oxo-ethyl]-3-fluoro-pyrrolidine-2-carboxamide